2-(4-(((1s,3s)-3-hydroxy-3-(hydroxymethyl)cyclobutyl)amino)pyrido[3,4-d]pyridazin-1-yl)-5-(trifluoromethyl)phenol OC1(CC(C1)NC=1N=NC(=C2C1C=NC=C2)C2=C(C=C(C=C2)C(F)(F)F)O)CO